N-(3-fluorophenyl)-6-methyl-N-({5-[5-(trifluoromethyl)-1,2,4-oxadiazol-3-yl]pyridin-2-yl}methyl)pyridazine-3-carboxamide FC=1C=C(C=CC1)N(C(=O)C=1N=NC(=CC1)C)CC1=NC=C(C=C1)C1=NOC(=N1)C(F)(F)F